C1(CC1)C1=NC(=C(C#N)C=C1)NC1=C(C=CC(=C1)F)F 6-cyclopropyl-2-((2,5-difluorophenyl)amino)nicotinonitrile